NC1=NC=NC=2N(C=3C=CC=C(C3C21)C(=O)O)CC(=O)N2[C@@H]1C[C@@]1(C[C@H]2C(NC2=NC(=CC=C2)Br)=O)C 4-amino-9-(2-((1R,3S,5R)-3-((6-bromopyridin-2-yl)carbamoyl)-5-methyl-2-azabicyclo[3.1.0]hex-2-yl)-2-oxoethyl)-9H-pyrimido[4,5-b]indole-5-carboxylic acid